ClC1=C(C(=CC=C1)F)NC(C1=C(C=C(C(=C1)F)N1N=C(N(C1=O)C)CO)O[C@H](C(F)(F)F)C)=O N-(2-chloro-6-fluorophenyl)-5-fluoro-4-[3-(hydroxymethyl)-4-methyl-5-oxo-4,5-dihydro-1H-1,2,4-triazol-1-yl]-2-{[(2S)-1,1,1-trifluoropropan-2-yl]oxy}benzamide